[N+](=O)([O-])C1=CC=C(C(=O)Cl)C=C1 4-nitrobenzoylchloride